(1-hydroxybenzo[d][1,2,3]diazaborinin-2(1H)-yl)(2-(trifluoromethoxy)phenyl)methanone trimethyl-1,2,3-propanetricarboxylate COC(=O)CC(CC(=O)OC)C(=O)OC.OB1N(N=CC2=C1C=CC=C2)C(=O)C2=C(C=CC=C2)OC(F)(F)F